(1R,2S,3S,5S)-3-((5-(4-(2,5-dihydrofuran-3-yl)-2-(methoxymethoxy) phenyl) pyrazin-2-yl) (methyl) amino)-2-fluoro-8-azabicyclo[3.2.1]octane-8-carboxylate O1CC(=CC1)C1=CC(=C(C=C1)C=1N=CC(=NC1)N([C@@H]1[C@@H]([C@H]2CC[C@@H](C1)N2C(=O)[O-])F)C)OCOC